ClC=1C=C(C=2N(C3=CC=CC=C3C2C1)C1=CC=CC=C1)[Si](C1=CC=CC=C1)(C1=CC=CC=C1)C1=CC=CC=C1 3-chloro-9-phenyl-1-(triphenylsilyl)-9H-carbazole